(S)-ethyl 1-(4-(methylsulfonyl)phenyl)-3,4-dihydroisoquinoline-2(1H)-carboxylate CS(=O)(=O)C1=CC=C(C=C1)[C@@H]1N(CCC2=CC=CC=C12)C(=O)OCC